O=C1C(=NN(C2=CC=CC(=C12)N1CCCCC1)C1=CC=C(C=C1)OC(F)(F)F)C(=O)O 4-oxo-5-(1-piperidyl)-1-[4-(trifluoromethoxy)phenyl]cinnoline-3-carboxylic acid